N-({5-[5-(difluoromethyl)-1,3,4-oxadiazol-2-yl]-1,3-thiazol-2-yl}methyl)-2-{3-oxa-6-azabicyclo[3.1.1]heptan-6-yl}-N-(pyridin-3-yl)ethane-1-sulfonamide FC(C1=NN=C(O1)C1=CN=C(S1)CN(S(=O)(=O)CCN1C2COCC1C2)C=2C=NC=CC2)F